[N+](=O)([O-])C=1C=C2CC(CSC2=CC1)N(C)C 6-nitro-3-dimethylamino-thiochroman